fluoro-3'-(p-tolyl)-2H,4H-spiro[benzo[b][1,4]oxazine-3,1'-indene]-2'-carboxylic acid FC1=C2C(=C(C3(C2=CC=C1)NC1=C(OC3)C=CC=C1)C(=O)O)C1=CC=C(C=C1)C